2,5-ditolyltetrazol bromide [Br-].C1(=C(C=CC=C1)N1N=C(N=N1)C1=C(C=CC=C1)C)C